BrC1=NN(C(=C1)C(=O)NC1(CC1)C(NC1=CC=C(C=C1)SC)=O)C1=NC=CC=C1Cl 3-bromo-N-(1-((4-methylthiophenyl)carbamoyl)cyclopropyl)-1-(3-chloropyridin-2-yl)-1H-pyrazole-5-carboxamide